FC1=C(C=C(C=C1)C)C(C)(C)N 2-(2-fluoro-5-methylphenyl)propan-2-amine